2-((8-amino-7-fluoro-6-(4-methyl-8-oxo-5,6,7,8-tetrahydro-1,5-naphthyridin-3-yl)isoquinolin-3-yl)amino)-6-methyl-5,6-dihydro-4H-pyrazolo[1,5-d][1,4]diazepin-7(8H)-one NC=1C(=C(C=C2C=C(N=CC12)NC1=NN2CC(N(CCC2=C1)C)=O)C=1C=NC=2C(CCNC2C1C)=O)F